tert-butyl (1R,3S,5S)-3-[[5-bromo-6-(methoxycarbonyl)pyridin-2-yl](methyl)amino]-8-azabicyclo[3.2.1]octane-8-carboxylate BrC=1C=CC(=NC1C(=O)OC)N(C1C[C@H]2CC[C@@H](C1)N2C(=O)OC(C)(C)C)C